N1(CCCCCC1)C1=NC=C(C=C1C(=O)NC=1C=NC=C(C1)CO)C(F)(F)F 2-(azepan-1-yl)-N-[5-(hydroxymethyl)-3-pyridyl]-5-(trifluoro-methyl)pyridine-3-carboxamide